tert-butyl-(3-(dimethoxymethyl)phenoxy)dimethylsilane C(C)(C)(C)[Si](C)(C)OC1=CC(=CC=C1)C(OC)OC